NC1=NC=CC(=C1)S(=O)(=O)NC=1SC(=C(N1)C1=C(C=CC=C1OC(C)C)C)C1=CC(=CC(=C1)F)OCCC(C)(C)C 2-amino-N-[5-[3-(3,3-dimethylbutoxy)-5-fluorophenyl]-4-(2-methyl-6-propan-2-yloxyphenyl)-1,3-thiazol-2-yl]pyridine-4-sulfonamide